FC1(CCNCC1)CN1[C@H](CN(CC1)C1=CC(=NC=N1)C1=NNC2=CC=C(C=C12)OC1(CC1)C)C 3-[6-[(3S)-4-[(4-fluoro-4-piperidinyl)methyl]-3-methyl-piperazin-1-yl]Pyrimidin-4-yl]-5-(1-methylcyclopropoxy)-1H-indazole